3-(4-fluoro-tetrahydro-pyran-4-yl)-3-oxo-propionic acid ethyl ester C(C)OC(CC(=O)C1(CCOCC1)F)=O